Cl.NC1=C(C=C(C(=C1)N)C)OCC 2,4-diamino-5-methyl-phenetole hydrochloride